FC(OC1=CC=C2C(=N1)SC(=N2)N)F (difluoromethoxy)thiazolo[5,4-b]pyridin-2-amine